N-(3-(2-((1,2,3-thiadiazol-5-yl)amino)-8,9-dihydroimidazo[1',2':1,6]pyrido[2,3-d]pyrimidin-6-yl)-4-methylphenyl)-4-(trifluoromethyl)pyridineamide hydrochloride Cl.S1N=NC=C1NC=1N=CC2=C(N1)N1C(C(=C2)C=2C=C(C=CC2C)NC(=O)C2=NC=CC(=C2)C(F)(F)F)=NCC1